C(C1=CC=CC=C1)[N-]CCCCCCCCCCCCCCCC N-benzyl-hexadecylamide